FC1=C(OC=2C(=CC=C3C[C@H](C(N(C23)C)=O)NC(=O)N)C)C=CC=C1 ((3R)-8-(2-fluorophenoxy)-1,7-dimethyl-2-oxo-1,2,3,4-tetrahydroquinolin-3-yl)urea